[Si](C1=CC=CC=C1)(C1=CC=CC=C1)(C(C)(C)C)OCC(C(=O)O)C1=CC=CC=C1 3-((tert-butyldiphenylsilyl)oxy)-2-Phenylpropionic acid